2-[(3,5-dichloropyridine-4-carbonyl)amino]-4-[2-ethoxyethyl-[4-(5,6,7,8-tetrahydro-1,8-naphthyridin-2-yl)butyl]amino]butanoic acid ClC=1C=NC=C(C1C(=O)NC(C(=O)O)CCN(CCCCC1=NC=2NCCCC2C=C1)CCOCC)Cl